C(C1=CC=CC=C1)N(CCCCS(=O)(=O)O)CC1=CC=CC=C1.C(C1=CC=CC=C1)N(CCCOC=1C=C2C(=NN(C2=CC1)C1OCCCC1)I)CC1=CC=CC=C1 N,N-dibenzyl-3-((3-iodo-1-(tetrahydro-2H-pyran-2-yl)-1H-indazol-5-yl)oxy)propan-1-amine 3-(dibenzylamino)propyl-methanesulfonate